CC=1C=CC=2C(C3=CC=C(C=C3SC2C1)C)NC(=O)C=1C(NC(=C(C1)OC1CCOCC1)C(F)(F)F)=O N-(3,6-dimethyl-9H-thioxanthen-9-yl)-2-oxo-5-((tetrahydro-2H-pyran-4-yl)oxy)-6-(trifluoromethyl)-1,2-dihydropyridine-3-carboxamide